Dimethyl 2-(5-(tert-butoxycarbonyl)-5,6,7,8-tetrahydro-1,5-naphthyridin-2-yl)malonate C(C)(C)(C)OC(=O)N1C=2C=CC(=NC2CCC1)C(C(=O)OC)C(=O)OC